ClC1=C(C(=NC(=N1)N)NCC1=NC(=CC=C1)CO[C@@H]1COCC1)N 6-chloro-N4-{6-[(S)-(tetrahydrofuran-3-yl)oxymethyl]pyridin-2-ylmethyl}pyrimidine-2,4,5-triamine